ClC=1C=C(CN(C(N[C@H](C(=O)N[C@H](C(O)P(OCC)(OCC)=O)CCC(=O)N2CCOC3=C(C2)C=CC=C3)CC3CCCCC3)=O)C)C=CC1 Diethyl ((2S)-2-((S)-2-(3-(3-chlorobenzyl)-3-methylureido)-3-cyclohexylpropanamido)-5-(2,3-dihydrobenzo[f][1,4]oxazepin-4(5H)-yl)-1-hydroxy-5-oxopentyl)phosphonate